t-butyl-2,2,2-trichloroacetic acid C(C)(C)(C)OC(C(Cl)(Cl)Cl)=O